C(C)OCNC(=O)N(COCC)COCC 1,3,3-tris-ethoxymethylurea